BrC1=C(C=O)C=C(C=C1)C1=NC(=C2C(=N1)N(N=C2CC)C)NCC2=CC=C(C=C2)F 2-bromo-5-(3-ethyl-4-((4-fluorobenzyl)amino)-1-methyl-1H-pyrazolo[3,4-d]pyrimidin-6-yl)benzaldehyde